CN(C(C(C)(C)C)=O)CCCNC1=NC(=NC=C1C(F)(F)F)NC=1C(=NN(C1)C1CCN(CC1)C)C N-methyl-N-(3-((2-((3-methyl-1-(1-methylpiperidin-4-yl)-1H-pyrazol-4-yl)amino)-5-(trifluoromethyl)pyrimidin-4-yl)amino)propyl)pivaloamide